C(#N)[C@H](C[C@@H]1C(NCCC1)=O)NC(=O)[C@H]1N([C@H]2CC([C@@H]1CC2)(F)F)C(=O)C2(C1=CC(=CC=C1C=1C=CC(=CC21)Cl)Cl)O (1R,3S,4R)-N-((S)-1-cyano-2-((R)-2-oxopiperidin-3-yl)ethyl)-2-(2,7-dichloro-9-hydroxy-9H-fluorene-9-carbonyl)-5,5-difluoro-2-azabicyclo[2.2.2]octane-3-carboxamide